C(C)N1CN(C(=C1C1=CC=C(C=C1)OC)C1=CC=C(C=C1)OC)CC N1,N3-diethyl-4,5-di(4'-methoxyphenyl)imidazole